CC([O-])CC.[Al+3] aluminum (III) mono-sec-butoxide